(2R)-2-amino-4-methyl-pentan-1-ol N[C@@H](CO)CC(C)C